Di-methyldiallyl-ammonium chlorid [Cl-].C[N+](CC=C)(CC=C)C